6-(benzyl-(methyl)amino)-N-(1-cyanopyrrolidin-3-yl)nicotinamide C(C1=CC=CC=C1)N(C1=NC=C(C(=O)NC2CN(CC2)C#N)C=C1)C